CC=1C(=C(C=C(C1)C(F)(F)F)O)C1=CC2=C(N=N1)C(=CO2)C2CNCCC2 3-methyl-2-(7-(piperidin-3-yl)furo[3,2-c]pyridazin-3-yl)-5-(trifluoromethyl)phenol